Ethyl 2-(1H-pyrazol-4-yl)acetate N1N=CC(=C1)CC(=O)OCC